2-pentanamido-5-(5-nitrothiophen-2-yl)methyleneaminothiophene-3,4-dicarboxylic acid diethyl ester C(C)OC(=O)C1=C(SC(=C1C(=O)OCC)N=CC=1SC(=CC1)[N+](=O)[O-])NC(CCCC)=O